butyl (2-((2-(2,6-dioxopiperidin-3-yl)-1-oxoisoindolin-5-yl)amino)ethyl)carbamate O=C1NC(CCC1N1C(C2=CC=C(C=C2C1)NCCNC(OCCCC)=O)=O)=O